ClC1=NC=C(C(=O)NOC)C(=C1)NC1=C(C(=CC=C1)C1=NC2=C(N1C)C=CC=C2)OC 6-Chloro-N-methoxy-4-((2-methoxy-3-(1-methyl-1H-benzo[d]imidazol-2-yl)phenyl)amino)Nicotinamide